2-chloro-7-fluoro-9H-pyrimido[4,5-b]indole ClC=1N=CC2=C(NC3=CC(=CC=C23)F)N1